C1CCC2=CC(=CC=C12)C=1N=C(SC1)NC(CN1C(NC(C1=O)(C1=CC2=CC=CC=C2C=C1)C)=O)=O N-[4-(2,3-dihydro-1H-inden-5-yl)-1,3-thiazol-2-yl]-2-[4-methyl-4-(naphthalen-2-yl)-2,5-dioxoimidazolidin-1-yl]acetamide